2-(1-amino-1-methylethyl)-1H-benzimidazole-4-carboxamide NC(C)(C)C1=NC2=C(N1)C=CC=C2C(=O)N